C(C1=CC=CC=C1)SC1=C(C=C(C=C1OC)CO)OC (4-(benzylthio)-3,5-dimethoxyphenyl)methanol